N-[(3,4-Difluoro-phenyl)-methyl]-4-methyl-6-morpholin-4-yl-2-propyl-pyridine-3-carboxylic acid amide FC=1C=C(C=CC1F)CNC(=O)C=1C(=NC(=CC1C)N1CCOCC1)CCC